BrC1=C(C(=C(C=C1)C=1OC(=NN1)C)F)OC 2-(4-bromo-2-fluoro-3-methoxyphenyl)-5-methyl-1,3,4-oxadiazole